CC=1C=C(C=CC1)C1=CC=C(C=C1)N (4-(3-methylphenyl)phenyl)amine